N-acetyl-N-(phosphonomethyl)glycine C(C)(=O)N(CC(=O)O)CP(=O)(O)O